C=C1C(C=CC=C1)=C 1,2-Di(methylen)benzol